ethyl-3-oxetanyl-methanol C(C)C(O)C1COC1